2-(2-chloropyridin-4-yl)-2-methylpropanenitrile ClC1=NC=CC(=C1)C(C#N)(C)C